CN1CC(C1)(C)[C@](O)(C1=CC=C(C=C1)C(C)C)C=1C=NC=C(C1)C#CC=1NC2=CC=CC=C2C1 (R)-(1,3-dimethyl-azetidin-3-yl)-[5-(1H-indol-2-ylethynyl)-pyridin-3-yl]-(4-isopropyl-phenyl)-methanol